O=CC(CCC=CC(=O)[O-])NC(=O)C1CC2=CC=CC=C2CC1 7-oxo-6-(1,2,3,4-tetrahydronaphthalene-2-carboxamido)hept-2-enoate